6-bromo-3-ethyl-2-((R)-1-((R)-6-ethyl-4-methyl-1,4-diazepan-1-yl)butyl)quinazolin-4(3H)-one BrC=1C=C2C(N(C(=NC2=CC1)[C@@H](CCC)N1CCN(C[C@H](C1)CC)C)CC)=O